[Ru+2].ClC(CCC(=C1C=C(C2=CC=CC=C12)C1=CC=CC=C1)Cl)P(CCCC)CCCC dichloro(3-phenylindenylidene)(tributylphosphine) Ruthenium (II)